OCC=1N=CSC1S(=O)(=O)Cl 4-(hydroxymethyl)thiazole-5-sulfonyl chloride